1-(3-{4-amino-7-methyl-5-[4-(pyrrolidin-1-yl)phenyl]-7H-pyrrolo[2,3-d]pyrimidin-6-yl}pyrrolidin-1-yl)prop-2-en-1-one NC=1C2=C(N=CN1)N(C(=C2C2=CC=C(C=C2)N2CCCC2)C2CN(CC2)C(C=C)=O)C